NC(COCCN1N=C2C=C(C(=CC2=C1)NC(=O)C=1N=C(SC1)C1=CC=NC=C1)C1=CC(=NC=C1)N)=O N-(2-(2-(2-amino-2-oxoethoxy)ethyl)-6-(2-aminopyridin-4-yl)-2H-indazol-5-yl)-2-(pyridin-4-yl)thiazole-4-carboxamide